FC(C1=CC2=C(C=C1)C1NCCC1O2)(F)F 6-(trifluoromethyl)-2,3,3a,8b-tetrahydro-1H-benzofuro[3,2-b]pyrrole